O=C1N(C(CC1)=O)OC(COCCOCCNC(COCCOCCNC(=O)C=1C=NC(=NC1)NS(=O)(=O)C1=CC=C(OC(CCCCC(=O)[O-])CCCCCCCCCC)C=C1)=O)=O 6-[4-[[5-[2-[2-[2-[2-[2-[2-(2,5-dioxopyrrolidin-1-yl) oxy-2-oxo-ethoxy] ethoxy]ethylamino]-2-oxo-ethoxy]ethoxy]ethylcarbamoyl]pyrimidin-2-yl]sulfamoyl]phenoxy]hexadecanoate